C(C)(C)(C)C1=NN(C(=C1)NC(=O)NC1=CC(=C(C=C1)OC1=CC=NC=2NC(C=NC21)=O)OC(F)(F)F)C2=CC=CC=C2 1-(3-(tert-butyl)-1-phenyl-1H-pyrazol-5-yl)-3-(4-((3-keto-3,4-dihydropyrido[2,3-b]pyrazin-8-yl)oxy)-3-(trifluoromethoxy)phenyl)urea